methyl 2-(chlorosulfonyl)-4-fluoro-3-nitrobenzoate ClS(=O)(=O)C1=C(C(=O)OC)C=CC(=C1[N+](=O)[O-])F